ClC=1C(=C(C=CC1OC[C@]1(OCCC1)C)NC=1C2=C(N=CN1)C=CC(=N2)N2[C@@H]1CN([C@H](C2)C1)C(=O)OC(C)(C)C)F tert-butyl (1S,4S)-5-(4-((3-chloro-2-fluoro-4-(((S)-2-methyltetrahydrofuran-2-yl)methoxy)phenyl)amino)pyrido[3,2-d]pyrimidin-6-yl)-2,5-diazabicyclo[2.2.1]heptane-2-carboxylate